BrC1=CC2=C(N=N1)N(C(=N2)C2=C(C=C(C=N2)C2=CC=C(C=C2)C2(CC2)C#N)S(=O)(=O)CC)C 1-[4-(6-{3-bromo-7-methyl-7H-imidazo[4,5-c]pyridazin-6-yl}-5-(ethanesulfonyl)pyridin-3-yl)phenyl]cyclopropane-1-carbonitrile